Cl.O1CCN(CC1)C=1C2=C(N=C(N1)NC1=CC(=NN1)C1=CC=CC=C1)C=C(O2)C(=O)N 4-morpholino-2-((3-phenyl-1H-pyrazol-5-yl)amino)furo[3,2-d]pyrimidine-6-carboxamide hydrochloride